FC1=C(C=CC(=C1C)OC1=CC2=C(N(C=N2)C)C(=C1)F)NC1=NC=NC2=C1N=C(N=C2)N2C[C@H]1CN([C@@H](C2)C1)C(C=C)=O 1-((1S,5R)-3-(8-((2-fluoro-4-((7-fluoro-1-methyl-1H-benzo[d]imidazol-5-yl)oxy)-3-methylphenyl)amino)pyrimido[5,4-d]pyrimidin-2-yl)-3,6-diazabicyclo[3.2.1]octan-6-yl)prop-2-en-1-one